C1(=CC=CC=C1)C=1N(C2=NC=NC=C2N1)C1CN(CC1)C(C=C)=O 1-(3-(8-phenyl-9H-purin-9-yl)pyrrolidin-1-yl)prop-2-en-1-one